6-[5-[3-[[6-(2-aminoethoxy)-4-chloro-2,3-dihydro-1H-inden-2-yl]amino]propyl]-2-oxo-1,3-oxazolidin-3-yl]-4H-pyrido[3,2-b][1,4]oxazin-3-one NCCOC1=CC(=C2CC(CC2=C1)NCCCC1CN(C(O1)=O)C=1C=CC=2OCC(NC2N1)=O)Cl